(S)-6-(1-amino-1,3-dihydrospiro[indene-2,4'-piperidine]-1'-yl)-3-(1-(3-cyclopropoxyphenyl)cyclopropyl)-1,5-dihydro-4H-pyrazolo[3,4-d]pyrimidin-4-one N[C@@H]1C2=CC=CC=C2CC12CCN(CC2)C=2NC(C1=C(N2)NN=C1C1(CC1)C1=CC(=CC=C1)OC1CC1)=O